OC1=C(N(C2=CC=C(C(=C12)C(C(=O)C1=CC=C(C=C1)OC(F)(F)F)=O)OC)C1=CC=C(C=C1)OC)C1=CC=C(C=C1)OC(F)(F)F 1-(3-hydroxy-5-methoxy-1-(4-methoxyphenyl)-2-(4-(trifluoromethoxy)phenyl)-1H-indol-4-yl)-2-(4-(trifluoromethoxy)phenyl)ethane-1,2-dione